1,1'-((1R,2S)-cyclohexane-1,2-diyl)bis(3-(3,5-bis(trifluoromethyl)phenyl)thiourea) [C@@H]1([C@H](CCCC1)NC(=S)NC1=CC(=CC(=C1)C(F)(F)F)C(F)(F)F)NC(=S)NC1=CC(=CC(=C1)C(F)(F)F)C(F)(F)F